5-methoxy-N-(1H-pyrazol-3-yl)-N-(thiophen-2-ylmethyl)benzofurane-2-carboxamide COC=1C=CC2=C(C=C(O2)C(=O)N(CC=2SC=CC2)C2=NNC=C2)C1